OCC[C@H](CCC)NC=1C2=C(N=C(N1)NC(OC)=O)C=NN2CC=2N=NC(=CC2OC)C2CCN(CC2)C(C)C methyl (S)-(7-((1-hydroxyhexan-3-yl)amino)-1-((6-(1-isopropylpiperidin-4-yl)-4-methoxypyridazin-3-yl)methyl)-1H-pyrazolo[4,3-d]pyrimidin-5-yl)carbamate